C(C)(C)N1N=CC(=C1C)C1=CC2=C(C(N(C=C2B2OC(C(O2)(C)C)(C)C)C)=O)N1S(=O)(=O)C1=CC=C(C)C=C1 2-(1-isopropyl-5-methyl-1H-pyrazol-4-yl)-6-methyl-4-(4,4,5,5-tetramethyl-1,3,2-dioxaborolan-2-yl)-1-tosyl-1,6-dihydro-7H-pyrrolo[2,3-c]pyridin-7-one